C1(CCC1)CN(C(=O)OCC1=C(N=NN1C)C1=CC=C(C(=N1)C)O[C@H]1[C@@H]2[C@@H]([C@@H]2CC1)C(=O)O)C |r| (±)-(1S,2R,5R,6R)-2-((6-(5-((((Cyclobutylmethyl)(methyl)carbamoyl)oxy)methyl)-1-methyl-1H-1,2,3-triazol-4-yl)-2-methylpyridin-3-yl)oxy)bicyclo[3.1.0]hexane-6-carboxylic Acid